ClC1=CC=2C=3C=CC(=CC3N(C(N(C2N=C1)CC)=O)C1=C(C=C(C=C1F)NC[C@@H]1NCCOC1)F)C#N 4-chloro-10-[2,6-difluoro-4-({[(3S)-morpholin-3-yl]methyl}amino)phenyl]-8-ethyl-9-oxo-6,8,10-triazatricyclo[9.4.0.02,7]pentadeca-1(11),2(7),3,5,12,14-hexaene-13-carbonitrile